tert-butyl 3-ethynyl-3-((4-methoxybenzyl)amino)pyrrolidine-1-carboxylate C(#C)C1(CN(CC1)C(=O)OC(C)(C)C)NCC1=CC=C(C=C1)OC